CC1=C(N)C=C(C(=C1)C)C 2,4,5-trimethylaniline